[1-[bis[(4-methoxyphenyl)methyl]sulfamoyl]cyclopropyl]methyl 4-methylbenzenesulfonate CC1=CC=C(C=C1)S(=O)(=O)OCC1(CC1)S(N(CC1=CC=C(C=C1)OC)CC1=CC=C(C=C1)OC)(=O)=O